C1(CC1)CN1C(NC2=C1C=C(C=C2[N+](=O)[O-])C=2C(=NOC2C)C)=O 1-(cyclopropylmethyl)-6-(3,5-dimethylisoxazol-4-yl)-4-nitro-1H-benzo[d]imidazol-2(3H)-one